O=S1CCC1 S-oxothietane